(1R,4S)-4-aminocyclopent-2-ene N[C@@H]1C=CCC1